O1C(=CC=C1)[C@H](CNC1=CC(=CC(=C1)C(F)(F)F)C(F)(F)F)CC1=NC=CC=C1 (S)-N-[2-(furan-2-yl)-3-(pyridin-2-yl)propyl]-3,5-bis(trifluoromethyl)aniline